[Ru].BrC1=C(C(P(C2CCCCC2)(C2CCCCC2)C2CCCCC2)P(C2CCCCC2)(C2CCCCC2)C2CCCCC2)C=CC=C1 (2-bromobenzylidene)bis(tricyclohexylphosphine) ruthenium